ClC=1C=NC(=C(C(=O)NC2CCC(CC2)CN2C(C(C3=CC=CC=C23)([C@@H](CC2=CC=CC=C2)O)O)=O)C1)C(F)F 5-chloro-2-(difluoromethyl)-N-((1r,4r)-4-((3-hydroxy-3-(1-hydroxy-2-phenylethyl)-2-oxoindolin-1-yl)methyl)cyclohexyl)nicotinamide